C1C(OC(=O)C2=C1C=CC=C2O)C3=CC=C(C=C3)O[C@H]4[C@@H]([C@H]([C@@H]([C@H](O4)CO)O)O)O The molecule is a member of the class of dihydroisocoumarins that is hydrangenol attached to a beta-D-glucopyranosyl residue at position 4' via a glycosidic linkage. It has been isolated from the roots of Scorzonera judaica. It has a role as a metabolite and a plant metabolite. It is a beta-D-glucoside, a member of dihydroisocoumarins, a monosaccharide derivative and a member of phenols. It derives from a hydrangenol.